N2,4-Dimethyl-N5-((R)-2-(((S)-11-oxo-2,3,10,11-tetrahydro-1H,5H-benzo[d]pyrazolo[1,2-a][1,2]diazepin-10-yl)carbamoyl)butyl)thiazol-2,5-dicarboxamid CNC(=O)C=1SC(=C(N1)C)C(=O)NC[C@@H](CC)C(N[C@H]1C2=C(CN3N(C1=O)CCC3)C=CC=C2)=O